C(#N)C1=NC2=CC(=CC(=C2N=C1N1CCC2(COC2)CC1)[C@@H](C)NC1=C(C(=O)O)C=CC=C1)C (R)-2-((1-(2-cyano-7-methyl-3-(2-oxa-7-azaspiro[3.5]nonan-7-yl)-quinoxalin-5-yl)ethyl)amino)benzoic acid